6-(4-bromophenoxy)carbonylamino-3-(methyl)amino-1,2,3,4-tetrahydro-9H-carbazole hippurate C(CNC(=O)C1=CC=CC=C1)(=O)O.BrC1=CC=C(OC(=O)NC=2C=C3C=4CC(CCC4NC3=CC2)NC)C=C1